tetrahydropyran-2-yl-4-(4,4,5,5-tetramethyl-1,3,2-dioxaborolan-2-yl)pyrazole O1C(CCCC1)C1=NNC=C1B1OC(C(O1)(C)C)(C)C